1-(4-bromophenyl)-5-methyl-1H-1,2,4-triazole-3-carboxamide BrC1=CC=C(C=C1)N1N=C(N=C1C)C(=O)N